ethyl (S)-3-amino-3-(5-fluoro-2',6'-dimethylbiphenyl-3-yl)propanoate N[C@@H](CC(=O)OCC)C=1C=C(C=C(C1)F)C1=C(C=CC=C1C)C